COC=1C=C(C=CC1OC)C(C1=CC(=C(C=C1)O)OC)C1=CC(=C(C=C1)O)OC 4,4'-((3,4-dimethoxyphenyl)methylene)-bis(2-methoxyphenol)